3-benzyl-5-trifluoromethyl-1,3,4-oxadiazole C(C1=CC=CC=C1)N1COC(=N1)C(F)(F)F